3-benzyl-2-(3,6-dihydro-2H-pyran-4-yl)-9-methyl-4H,6H-thieno[2,3-e][1,2,4]triazolo[3,4-c][1,4]oxazepine C(C1=CC=CC=C1)C1=C(SC=2N3C(COCC21)=NN=C3C)C=3CCOCC3